C(C)C1=C(C=CC=C1)[C@H]1C[C@@H]2[C@H](N(OC2(C)C)C)[C@H](C1)C |r| rac-(3ar,5r,7s,7ar)-5-(2-ethylphenyl)-1,3,3,7-tetramethyloctahydrobenzo[c]isoxazole